FC1=CC2=C(C(=NO2)C2CCN(CC2)CCN2C(C=3N(C=C2)N=CC3)=O)C=C1 5-{2-[4-(6-fluoro-benzo[d]isoxazol-3-yl)-piperidin-1-yl]-ethyl}-5H-pyrazolo[1,5-a]pyrazin-4-one